C1(CC1)CNC=1C=C(C=CC1C(=O)OC)C1N(CCN(C1)CCC(F)(F)F)CC1=C2C=CN(C2=C(C=C1OC)C)C(=O)OCCCC Butyl 4-((2-(3-((cyclopropylmethyl)amino)-4-(methoxycarbonyl)phenyl)-4-(3,3,3-trifluoropropyl)piperazin-1-yl)methyl)-5-methoxy-7-methylindole-1-carboxylate